1-(3-((4-amino-6-chloro-1H-pyrazolo[3,4-d]pyrimidin-1-yl)methyl)-5-bromophenyl-ethyl)-6-oxo-1,6-dihydropyridine-3-carbaldehyde NC1=C2C(=NC(=N1)Cl)N(N=C2)CC=2C=C(C=C(C2)Br)CCN2C=C(C=CC2=O)C=O